2-ethoxy-2-methyl-1-(3-methyldiethoxysilylpropyl)-1-aza-2-silacyclopentane C(C)O[Si]1(N(CCC1)CCC[Si](OCC)(OCC)C)C